COC=1C=C2C3=C(NC2=CC1)C1C2N(CC3)CC(C2(C)C)C1 8-methoxy-1,1-dimethyl-1,2,3,5,6,11,12,12a-octahydro-2,12-methanopyrrolo[1',2':1,2]azepino[4,5-b]indole